CC=1C=C(OC=COC2=CC(=CC=C2)C)C=CC1 1,2-di(3-methylphenoxy)ethaneN